cis-3-hydroxy-N,N-dimethylcyclobutane-1-carboxamide O[C@H]1C[C@H](C1)C(=O)N(C)C